(E)-N-(4-((3-chloro-4-fluorophenyl)amino)-7-methoxyquinazolin-6-yl)-4-(4-(4-((2-(2,6-dioxopiperidin-3-yl)-1-oxoisoindolin-4-yl)amino)butanoyl)piperazin-1-yl)but-2-enamide ClC=1C=C(C=CC1F)NC1=NC=NC2=CC(=C(C=C12)NC(\C=C\CN1CCN(CC1)C(CCCNC1=C2CN(C(C2=CC=C1)=O)C1C(NC(CC1)=O)=O)=O)=O)OC